2-(2,5-Dimethoxyphenyl)acetaldehyde COC1=C(C=C(C=C1)OC)CC=O